C(\C=C\CCC)(=O)SCCNC(CCNC([C@@H](C(COP(OP(OC[C@@H]1[C@H]([C@H]([C@@H](O1)N1C=NC=2C(N)=NC=NC12)O)OP(=O)(O)O)(=O)O)(=O)O)(C)C)O)=O)=O trans-2-hexenoyl-CoA